2-methoxy-3-methyl-5-(prop-1-en-2-yl)pyridine COC1=NC=C(C=C1C)C(=C)C